NC1=NC=C(C=C1O[C@H](C)C=1C=C(C=CC1)NC(=O)C1=CC=C2CCC3(C2=C1)CC3)C=3C=NN(C3)C (R)-N-(3-(1-((2-amino-5-(1-methyl-1H-pyrazol-4-yl)pyridin-3-yl)oxy)ethyl)phenyl)-2',3'-dihydrospiro[cyclopropane-1,1'-indene]-6'-carboxamide